ClC1=CC(=C(C=C1Cl)C(C1(CCN(CC1)C(=O)OC(C)(C)C)F)=NS(=O)C(C)(C)C)OCC=C tert-butyl 4-[[4,5-dichloro-2-(prop-2-en-1-yloxy)phenyl][(2-methylpropane-2-sulfinyl)imino]methyl]-4-fluoropiperidine-1-carboxylate